FC(C1=NC2=CC=CC(=C2C=C1)B(O)O)(F)F [2-(TRIFLUOROMETHYL)QUINOLIN-5-YL]BORONIC ACID